C1=C2C(=CC=C1)NC=1C=CC=3NC=4C=CC=CC4C3C12 5,8-dihydro-indolo[2,3-c]Carbazole